CN1N=NC2=C1C=CC(=C2C)C(C(C(=O)OC)(C)C)C2=CC(=C(C=C2)C)CN2C[C@H](OC1=NC3=C(C=CC=C3C=C1C2)C)CC Methyl 3-(1,4-dimethyl-1H-benzo[d][1,2,3]triazol-5-yl)-3-(3-(((R)-2-ethyl-10-methyl-2,3-dihydro-[1,4]oxazepino[7,6-b]quinolin-4(5H)-yl) methyl)-4-methylphenyl)-2,2-dimethylpropionate